4-chloro-5-methyl-2-(1-methyl-1H-imidazol-2-yl)pyrrolo[2,1-f][1,2,4]triazine ClC1=NC(=NN2C1=C(C=C2)C)C=2N(C=CN2)C